ClC1=NC(=CC(=N1)C(=O)OC)C1=CC2(COC2)C1 Methyl 2-chloro-6-(2-oxaspiro[3.3]hept-5-en-6-yl)pyrimidine-4-carboxylate